C(C)(CC)C1(NC(NC1=O)=O)CNC(=O)C=1C(=CC=CC1)C1=CC=C(C=C1)C(F)(F)F N-[(4-sec-butyl-2,5-dioxoimidazolidin-4-yl)methyl]-4'-(trifluoromethyl)[biphenyl]-2-carboxamide